tert-butyl (3S)-3-[4-[3-cyano-4-[(3-fluoro-2-pyridyl)sulfanyl]pyrazolo[1,5-a]pyridin-6-yl]pyrazol-1-yl]piperidine-1-carboxylate C(#N)C=1C=NN2C1C(=CC(=C2)C=2C=NN(C2)[C@@H]2CN(CCC2)C(=O)OC(C)(C)C)SC2=NC=CC=C2F